NC1=C2N=C(N(C2=NC=N1)CCC(=O)NC(C)C)SC1=CC2=C(OCO2)C=C1N(C)C 3-(6-amino-8-((6-(dimethylamino)benzo[d][1,3]dioxol-5-yl)thio)-9H-purin-9-yl)-N-isopropylpropanamide